NC1=NC=NN2C1=C(C=C2C=2C=C(C(=C(C(=O)N[C@@H]1CN(C[C@@H]1F)C(C(CC)(C(F)(F)F)O)=O)C2)Cl)F)C(F)(F)F 5-[4-amino-5-(trifluoromethyl)pyrrolo-[2,1-f][1,2,4]triazin-7-yl]-2-chloro-3-fluoro-N-[(3R,4S)-4-fluoro-1-[2-hydroxy-2-(trifluoromethyl)butanoyl]-pyrrolidin-3-yl]benzamide